2-(3-nitroguanidino)-acetic acid [N+](=O)([O-])NC(NCC(=O)O)=N